BrC1=CC=C2/C(/C(NC2=C1)=O)=C\1/NC2=CC=CC=C2/C1=N\OCC(C(=O)OCC1=CC=CC=C1)(C)CO\N=C\1/C(/NC2=CC=CC=C12)=C\1/C(NC2=CC(=CC=C12)Br)=O benzyl 3-(((E)-((Z)-6'-bromo-2'-oxo-[2,3'-biindolinylidene]-3-ylidene)amino)oxy)-2-((((Z)-((Z)-6'-bromo-2'-oxo-[2,3'-biindolinylidene]-3-ylidene)amino)oxy)methyl)-2-methylpropanoate